C(C1=CC(OC)=C(O)C=C1)C(=O)[C@H](O)[C@@H](O)[C@H](O)[C@H](O)CO vanillyl-glucose